2-Isobutyl-3-methoxy-phenylamine C(C(C)C)C1=C(C=CC=C1OC)N